BrC1=NC=CC(=C1)NC1C(C1)O[Si](C)(C)C(C)(C)C 2-bromo-N-(2-(tert-butyldimethylsilyloxy)cyclopropyl)pyridin-4-amine